1,3-bis(3-methyl-4-hydroxyphenyl)-5-ethyl-7-propyl-adamantane CC=1C=C(C=CC1O)C12CC3(CC(CC(C1)(C3)CCC)(C2)CC)C2=CC(=C(C=C2)O)C